2-[2,6-bis(benzyloxy)pyridin-3-yl]-4-bromo-3H-isoindol-1-one C(C1=CC=CC=C1)OC1=NC(=CC=C1N1C(C2=CC=CC(=C2C1)Br)=O)OCC1=CC=CC=C1